N-(4-chlorophenyl)-2-((4-(2,6-dimethyl-4-oxo-quinazolin-3(4H)-yl)phenyl)thio)acetamide methyl-3-(3,5-dichloro-4-(2-fluoro-3-(1-(4-fluorophenyl)ethyl)-4-hydroxybenzyl)phenyl)propanoate COC(CCC1=CC(=C(C(=C1)Cl)CC1=C(C(=C(C=C1)O)C(C)C1=CC=C(C=C1)F)F)Cl)=O.ClC1=CC=C(C=C1)NC(CSC1=CC=C(C=C1)N1C(=NC2=CC=C(C=C2C1=O)C)C)=O